(3r,3ar,6r,6ar)-3-(4-iodophenoxy)-6-methoxyhexahydrofuro[3,2-b]furan IC1=CC=C(O[C@H]2[C@@H]3[C@H](OC2)[C@@H](CO3)OC)C=C1